OC(CCC=1C=C(C=2N(C1)N=CC2C#N)C=2C=NC(=CC2)N2CCC(CC2)OC2=NC=CC=C2)(C)C 6-(3-Hydroxy-3-methylbutyl)-4-(6-(4-(pyridin-2-oxy)piperidin-1-yl)pyridin-3-yl)pyrazolo[1,5-a]pyridine-3-carbonitrile